ClC1=C(C=C(C=C1F)C=1N=NN(C1)[C@@H]1[C@H]([C@@H](SC=2C=NC=C(C2)C#C)O[C@@H]([C@@H]1O)CO)OC)F 5-Ethynylpyridin-3-yl 3-[4-(4-chloro-3,5-difluorophenyl)-1H-1,2,3-triazol-1-yl]-3-deoxy-2-O-methyl-1-thio-α-D-galactopyranoside